C(C)(C)(C)[C] tertiary butyl-carbon